OCCCCCCCCC(C(=O)[O-])(C(=O)[O-])C 2-(8-hydroxyoctyl)-2-methylmalonate